3-cyclohexyl-6-dimethylamino-1-methyl-1,3,5-triazine-2,4(1H,3H)-dione C1(CCCCC1)N1C(N(C(=NC1=O)N(C)C)C)=O